1-((4-fluoro-1,3-dimethyl-1H-pyrazol-5-yl)methyl)-N-((5-fluorobenzofuran-2-yl)methyl)-3,4-dimethyl-2-oxo-1,2,3,4-tetrahydroquinazoline-7-carboxamide FC=1C(=NN(C1CN1C(N(C(C2=CC=C(C=C12)C(=O)NCC=1OC2=C(C1)C=C(C=C2)F)C)C)=O)C)C